2-(1-azidoethyl)-4-Methoxybenzoic acid N(=[N+]=[N-])C(C)C1=C(C(=O)O)C=CC(=C1)OC